ClC1=CC(=C(C(=O)OC)C(=C1)F)\C=C\OCC methyl (E)-4-chloro-2-(2-ethoxyvinyl)-6-fluorobenzoate